C(C(O)CC(=O)OC(\C=C\C1=CC(OC)=C(O)C(OC)=C1)=O)(=O)OC(\C=C\C1=CC(OC)=C(O)C(OC)=C1)=O disinapoyl malate